ethyl-(Z)-2-fluorobut-2-enoic acid C(C)\C(=C(\C(=O)O)/F)\C